5-(4-((3-ethyl-2-oxo-1,2,3,4-tetrahydroquinazolin-7-yl)methyl)piperazin-1-yl)-N,6-dimethylpyridinecarboxamide C(C)N1C(NC2=CC(=CC=C2C1)CN1CCN(CC1)C=1C=CC(=NC1C)C(=O)NC)=O